CC(=O)N[C@@H]1[C@H]([C@H]([C@H](O[C@@H]1O[C@H]2[C@H]([C@H](O[C@H]([C@@H]2O)O[C@@H]3[C@H](O[C@@H]([C@@H]([C@H]3O)O)O)CO)CO)O)CO)O)O The molecule is an amino trisaccharide consisting of 2-acetamido-2-deoxy-alpha-D-galactopyranose, beta-D-galactopyranose and alpha-D-glucopyranose residues joined in sequence by (1->3) and (1->4) glycosidic bonds. It is an amino trisaccharide and a member of acetamides. It derives from an alpha-lactose and an alpha-D-GalpNAc-(1->3)-beta-D-Galp.